C1(CCCC1)C1=CC(=NN1)NC1=NC(=NC=C1)N1C2CC(C1)(C2)CN(C(OCC2=CC=CC=C2)=O)C benzyl N-[[2-[4-[(5-cyclopentyl-1H-pyrazol-3-yl)amino]pyrimidin-2-yl]-2-azabicyclo[2.1.1]hexan-4-yl]methyl]-N-methyl-carbamate